FC(C(=O)O)(F)F.N1=CN=CN=C1 [1,3,5]triazine Trifluoroacetate